BrC1=CC=C(N=N1)N[C@@H]1CC[C@H]2CN(C[C@H]21)C(=O)C2=CC=1C(=NN(C1C)C)S2 [(3aS,4R,6aR)-4-[(6-Bromo-3-pyridazinyl)amino]hexahydrocyclopenta[c]pyrrol-2(1H)-yl](2,3-dimethyl-2H-thieno[2,3-c]pyrazol-5-yl)methanone